FC(C(=O)O)(F)F.C(C)[C@H]1COCCN1C1=NC(=NC(=C1)CS(=O)(=O)C(C)C)C1=CC=C2C(=N1)C=C(N2)CNC (S)-1-(5-(4-(3-ethylmorpholino)-6-((isopropylsulfonyl)methyl)pyrimidin-2-yl)-1H-pyrrolo[3,2-b]pyridin-2-yl)-N-methylmethanamine trifluoroacetate salt